BrC=1C=CC(=NC1)OC1CC(C1)OCCCC(COC1OCCCC1)(F)F 5-bromo-2-[3-(4,4-difluoro-5-tetrahydropyran-2-yloxy-pentyloxy)cyclobutoxy]pyridine